(phenyl)[(phenyl)(biphenylyl)triazinylphenyl](phenyl)[(diphenyltriazinyl)phenyl]dibenzofuran C1(=CC=CC=C1)C1=C(C(=C(C2=C1OC1=C2C=CC=C1)C1=C(C=CC=C1)C1=NN=NC(=C1C1=CC=CC=C1)C1=CC=CC=C1)C1=CC=CC=C1)C1=C(C(=C(C=C1)C1=CC=CC=C1)C1=C(C=CC=C1)C1=CC=CC=C1)C1=NN=NC=C1